CC1(C=CC=C1)[Y] (methylcyclopentadienyl)yttrium